O=C1OCCN1CC=1N=NNC1 4-((2-oxooxazolidin-3-yl)methyl)-1H-1,2,3-triazol